N1C(=CC2=CC=CC=C12)C(=O)N1CCN(CC1)C1=CC=NC=C1 (1H-indol-2-yl)(4-(pyridin-4-yl)piperazin-1-yl)methanone